2-[(2-Aminoethyl)disulfanyl]ethylamine hydrochloride Cl.NCCSSCCN